CC1=CCCC(C1)C 3,5-Dimethyl-2-cyclohexen